methyl (trans)-3-(methylamino)cyclobutane-1-carboxylate CN[C@@H]1C[C@H](C1)C(=O)OC